phenyl 7-(dimethoxymethyl)-3,4-dihydro-1,8-naphthyridine-1(2H)-carboxylate COC(C1=CC=C2CCCN(C2=N1)C(=O)OC1=CC=CC=C1)OC